1,6-difluoro-4-(4,4,5,5-tetramethyl-1,3,2-dioxaborolan-2-yl)-5-((triisopropylsilyl)ethynyl)naphthalen-2-amine FC1=C(C=C(C2=C(C(=CC=C12)F)C#C[Si](C(C)C)(C(C)C)C(C)C)B1OC(C(O1)(C)C)(C)C)N